N1=CC=C2N1C=CC(=N2)C2=CNC=1N=C(N=CC12)NC1CCC(CC1)N1C(CCC1)=O 1-((1s,4s)-4-((5-(pyrazolo[1,5-a]pyrimidin-5-yl)-7H-pyrrolo[2,3-d]pyrimidin-2-yl)amino)cyclohexyl)pyrrolidin-2-one